N1=C(C=CC=C1)N1C[C@H]2[C@H](C1)CN(C2)C2=CC=C(N)C=C2 4-((3aS,6aS)-5-(pyridin-2-yl)hexahydropyrrolo[3,4-c]pyrrol-2(1H)-yl)aniline